[Ge].[Si].[Ge].[Si] silicon germanium-silicon germanium